(E)-3-(3-([1,1'-biphenyl]-3-yl)Acryloyl)-4-phenyloxazolidin-2-one C1(=CC(=CC=C1)/C=C/C(=O)N1C(OCC1C1=CC=CC=C1)=O)C1=CC=CC=C1